(R,S)-7-(3-(4-Bromothiazol-2-yl)phenyl)-6,7-dihydro-5H-cyclopenta[b]pyridin-7-ol BrC=1N=C(SC1)C=1C=C(C=CC1)[C@@]1(CCC=2C1=NC=CC2)O